C(C1=CC=CC=C1)C1=C(SC=2N3C(COCC21)=NN=C3C)C 3-benzyl-2,9-dimethyl-4H,6H-thieno[2,3-e][1,2,4]triazolo[3,4-c][1,4]oxazepine